tetrahydropyrido[1,2-a]pyrimidin-4-one N1C=2N(C(CC1)=O)CC=CC2